(1R,3R)-3-[3-[(2R)-1-(2-chlorophenyl)propan-2-yl]-8-(methoxycarbonyl)-3H,6H,7H,8H-9H-imidazo[4,5-h]isoquinolin-2-yl]cyclohexane-1-carboxylic acid ClC1=C(C=CC=C1)C[C@@H](C)N1C(=NC2=C1C=CC=1CCN(CC21)C(=O)OC)[C@H]2C[C@@H](CCC2)C(=O)O